ClC=1C=C(C=CC1F)NC(C1=C(C=C(C(=C1)[N+](=O)[O-])OC)Br)=N N-(3-chloro-4-fluorophenyl)-2-bromo-4-methoxy-5-nitrobenzamidine